FC=1C=2N(C=C(C1)C1CCNCC1)C=C(N2)C=2C=C(C=1N(N2)C=C(N1)C)C 6-[8-fluoro-6-(4-piperidinyl)imidazo[1,2-a]pyridin-2-yl]-2,8-dimethyl-imidazo[1,2-b]pyridazine